chroman-styrene C=CC1=CC=CC=C1.O1CCCC2=CC=CC=C12